NCCN1C(N(C(N(C1=O)CCN)=O)CCN)=O 1,3,5-tris-(2-aminoethyl)-[1,3,5]triazinane-2,4,6-trione